C(C)(C)(C)OC(=O)N[C@H](COC1=CC(=C(N=N1)Cl)C(=O)O)C 6-[(2S)-2-(tert-butoxycarbonylamino)propoxy]-3-chloro-pyridazine-4-carboxylic acid